tert-butoxycarbonyl-3-(1,1-difluoroethyl)pyrrolidine-3-carboxylic acid C(C)(C)(C)OC(=O)N1CC(CC1)(C(=O)O)C(C)(F)F